FC1=CC=C(CN(S(=O)(=O)C2=CC=C(C=C2)NC(=O)NCC2=CC=NC=C2)CC2=CC=C(C=C2)C(F)(F)F)C=C1 N-(4-fluorobenzyl)-4-(3-(pyridin-4-ylmethyl)ureido)-N-(4-(trifluoromethyl)benzyl)benzenesulfonamide